BrC1=C(C(=CC(=C1C(=O)C1=C(C=CC(=C1)F)Cl)[N+](=O)[O-])O[Si](C(C)(C)C)(C)C)NS(=O)(=O)CCl N-{2-bromo-3-[(2-chloro-5-fluorophenyl)carbonyl]-6-{[dimethyl(2-methylprop-2-yl)silyl]oxy}-4-nitrophenyl}-1-chloromethanesulfonamide